2-chloro-6-acetylquinoline ClC1=NC2=CC=C(C=C2C=C1)C(C)=O